2-(6-(((1R,4R,5R,6S)-6-fluoro-1,2,4-trimethyl-2-azabicyclo[2.2.1]heptan-5-yl)oxy)pyridazin-3-yl)-5-(2-(methoxy-d3)pyridin-4-yl)phenol F[C@@H]1[C@@H]([C@]2(CN([C@@]1(C2)C)C)C)OC2=CC=C(N=N2)C2=C(C=C(C=C2)C2=CC(=NC=C2)OC([2H])([2H])[2H])O